COC(=O)C1(NC([C@H]2[C@@]1(O[C@@H](C2)OC)C)=O)C(=O)OC (2S,3aR,6aS)-2-methoxy-6a-methyl-4-oxohexahydro-6H-furo[2,3-c]Pyrrole-6,6-dicarboxylic acid dimethyl ester